(4-fluoro-2,6-dimethylphenoxy)-3-(5-iodo-4-methoxy-1-methyl-6-oxo-1,6-dihydropyridin-3-yl)benzenesulfonamide FC1=CC(=C(OC2=C(C=CC=C2C2=CN(C(C(=C2OC)I)=O)C)S(=O)(=O)N)C(=C1)C)C